OCC1(CCCCC1)N1C=C(C(C=C1)=O)C(=O)[O-] 1-[1-(hydroxymethyl) cyclohexyl]-4-oxo-pyridine-3-carboxylate